C1(CC1)CN1N=CC(=C1)[C@H]1OCC[C@H](C1)C1=NC2=NC(=C(N=C2C(=N1)C1=C(C=C(C=C1)C(F)(F)F)F)C)C 2-[(2S,4R)-2-[1-(cyclopropylmethyl)pyrazol-4-yl]tetrahydropyran-4-yl]-4-[2-fluoro-4-(trifluoromethyl)phenyl]-6,7-dimethyl-pteridine